2-(4-bromo-2-fluorophenyl)-3-methyl-5-(trifluoromethyl)imidazole BrC1=CC(=C(C=C1)C1=NC(=CN1C)C(F)(F)F)F